1-(4-chloro-3-(trifluoromethyl)phenyl)-3-(3-fluoro-5-(3-morpholinoquinoxaline-6-carbonyl)phenyl)urea ClC1=C(C=C(C=C1)NC(=O)NC1=CC(=CC(=C1)C(=O)C=1C=C2N=C(C=NC2=CC1)N1CCOCC1)F)C(F)(F)F